3-(5-(6-(3,6-dihydro-2H-pyran-4-yl)-7H-pyrrolo[2,3-d]pyrimidin-4-yl)pyridin-2-yl)-6-((6-methoxypyridin-3-yl)methyl)-3,6-diazabicyclo[3.1.1]heptane O1CCC(=CC1)C1=CC2=C(N=CN=C2C=2C=CC(=NC2)N2CC3N(C(C2)C3)CC=3C=NC(=CC3)OC)N1